(6-(4-((1H-indazol-5-yl)amino)pyrimidin-2-yl)-1H-indol-2-yl)(3,3-difluoroazetidin-1-yl)methanone N1N=CC2=CC(=CC=C12)NC1=NC(=NC=C1)C1=CC=C2C=C(NC2=C1)C(=O)N1CC(C1)(F)F